C1=CC=CC=2C3=CC=CC=C3C(C12)N1CCN(CC1)C(=O)C=1C=C2C(N(C(C2=CC1)=O)C1C(NC(CC1)=O)=O)=O 5-(4-(9H-fluoren-9-yl)piperazine-1-carbonyl)-2-(2,6-dioxopiperidin-3-yl)isoindoline-1,3-dione